B(O)(O)OB(O)O.OCC(C)(CO)C Neopentyl glycol diborate